CC(C(=O)OC(C)(C)C)(C)OCCCCCOS(=O)(=O)C1=CC=C(C)C=C1 tert-Butyl 2-methyl-2-((5-(tosyloxy)pentyl)oxy)propanoate